COC1=CC2=C(CN(CCC2)C2=CC(=C(C(=C2)C)NC(CC(C)(C)C)=O)C)C=C1 N-(4-(7-methoxy-1,3,4,5-tetrahydro-2H-benzo[c]azepin-2-yl)-2,6-dimethylphenyl)-3,3-dimethylbutyramide